C(C)C=1N(C=2N(C(C1N1CCNCC1)=O)N=C(N2)C2=CCC1(CCCO1)CC2)CC(=O)NC2=C(C=C(C=C2)C(F)(F)F)F 2-(5-ethyl-7-oxo-6-(piperazin-1-yl)-2-(1-oxaspiro[4.5]dec-7-en-8-yl)-[1,2,4]triazolo[1,5-a]pyrimidin-4(7H)-yl)-N-(2-fluoro-4-(trifluoromethyl)phenyl)acetamide